N-((6-(4-hydroxy-4-methylpiperidin-1-yl)pyridin-2-yl)sulfonyl)cyclopropane-1-carboxamide OC1(CCN(CC1)C1=CC=CC(=N1)S(=O)(=O)NC(=O)C1CC1)C